C(OC1=NC=CC=C1)(OC1=NC=CC=C1)=O bis(2-pyridyl) Carbonate